NC1CCC(CC1)CN1CCC(CC1)C1=CC2=C(N(C(N2C)=O)C2C(NC(CC2)=O)=O)C=C1 3-[5-[1-[(4-Aminocyclohexyl)methyl]-4-piperidyl]-3-methyl-2-oxo-benzimidazol-1-yl]piperidine-2,6-dione